ClC1=CC(=C2C(=N1)C(=C(S2)C[C@@H](N)C(=O)NC2=NC=CC=C2)C)NCC=2OC=CC2 3-(5-chloro-7-{[(furan-2-yl)methyl]amino}-3-methylthieno[3,2-b]pyridin-2-yl)-N-pyridin-2-yl-D-alaninamide